(R)-5-amino-3-(1-amino-8-azaspiro[4.5]decan-8-yl)-6-((2,3-dichlorophenyl)sulfanyl)pyrazine-2-carboxylic acid methyl ester COC(=O)C1=NC(=C(N=C1N1CCC2(CCC[C@H]2N)CC1)N)SC1=C(C(=CC=C1)Cl)Cl